ClC1=CC=C(C=C1)N1C=NC(=C1)[C@H](C)NC1=NC=C(C(=N1)N1C(NC([C@@H]1C(C)C)=O)=O)F (S)-1-(2-((S)-1-(1-(4-chlorophenyl)-1H-imidazol-4-yl)ethylamino)-5-fluoropyrimidin-4-yl)-5-isopropylimidazolidin-2,4-dione